6'-Chloro-1'-(2-(1,1-difluoroethyl)pyrimidin-4-yl)-1',2'-dihydrospiro[cyclopropane-1,3'-pyrrolo[3,2-c]pyridine] ClC1=CC2=C(C=N1)C1(CN2C2=NC(=NC=C2)C(C)(F)F)CC1